FC1=C(C=C(C(=C1)C#CC1=CC=C(C=C1)CCCCC)F)C1=CC=C(C=C1)F 2,4',5-trifluoro-4-((4-n-pentylphenyl)ethynyl)-1,1'-biphenyl